C(#N)CC=1C(=NC=C(C1)C1=CC=C(C=C1)C(F)(F)F)C(=O)OC methyl 3-(cyanomethyl)-5-(4-(trifluoromethyl)phenyl)picolinate